CC(C)(CC)NC1CNCC1 N-(2-methylbutan-2-yl)pyrrolidin-3-amine